5-(2-methylpyridin-4-yl)-1H-imidazole-2-carboxylic acid CC1=NC=CC(=C1)C1=CN=C(N1)C(=O)O